N-[(4-fluorophenyl)methyl]-1-(2-methylpropyl)-5-oxopyrrolidine-3-carboxamid FC1=CC=C(C=C1)CNC(=O)C1CN(C(C1)=O)CC(C)C